FC(C(=O)N1C[C@H]([C@@H](C1)NC1=NC=C(C=N1)F)OCC1=C(C=C(C=C1)C(F)(F)F)F)=C 2-fluoro-1-((3R,4R)-3-(2-fluoro-4-(trifluoromethyl)benzyloxy)-4-(5-fluoropyrimidin-2-ylamino)pyrrolidin-1-yl)prop-2-en-1-one